ClC1=CC=C2CC[C@@]3(C2=C1)[C@H](C3)C(=O)NC3=NC=CC(=C3)NCC=3N=C1N(C=C(C=C1)C1CC1)C3 |r| rac-(1S*,2S*)-6'-chloro-N-(4-(((6-cyclopropylimidazo[1,2-a]pyridin-2-yl)methyl)amino)pyridin-2-yl)-2',3'-dihydrospiro[cyclopropane-1,1'-indene]-2-carboxamide